Methyl (2S)-3-(tert-butoxycarbonylamino)-2-[[2-(4-tert-butylphenyl)-4-methylpyrimidine-5-carbonyl]amino]propanoate C(C)(C)(C)OC(=O)NC[C@@H](C(=O)OC)NC(=O)C=1C(=NC(=NC1)C1=CC=C(C=C1)C(C)(C)C)C